C(#N)C1=C(C=C(C(=O)NC2=CC(=CC=C2)[C@H](C)NC=2C=NC=3C(N2)=NN(C3)CC)C=C1)C (S)-4-cyano-N-(3-(1-((2-ethyl-2H-pyrazolo[3,4-b]pyrazin-6-yl)amino)ethyl)phenyl)-3-methylbenzamide